N-(3-(N-(tert-butyl)sulfamoyl)phenyl)-6-(((1S,2R)-2-hydroxycyclopentyl)amino)-2-(6-azaspiro[2.5]octan-6-yl)nicotinamide C(C)(C)(C)NS(=O)(=O)C=1C=C(C=CC1)NC(C1=C(N=C(C=C1)N[C@@H]1[C@@H](CCC1)O)N1CCC2(CC2)CC1)=O